6-chloro-N-methyl-8-(trifluoromethyl)-N-[(1S)-1-[2-[6-(trifluoromethyl)pyrimidin-4-yl]-1,2,4-triazol-3-yl]ethyl]quinazolin-4-amine ClC=1C=C2C(=NC=NC2=C(C1)C(F)(F)F)N([C@@H](C)C=1N(N=CN1)C1=NC=NC(=C1)C(F)(F)F)C